FC1=C(C(=CC=2NC(=NC21)OC2CCC(CC2)CC(=O)O)F)C2=CC=C(C=C2)C2=CC=C(C=C2)CN2CCN(CC2)CCS(=O)(=O)C 2-((1r,4r)-4-((4,6-difluoro-5-(4'-((4-(2-(methylsulfonyl)ethyl)piperazin-1-yl)methyl)-[1,1'-biphenyl]-4-yl)-1H-benzo[d]imidazol-2-yl)oxy)cyclohexyl)acetic acid